ClC=1C=C(N)C=CC1N1CCC(CC1)N1CCN(CC1)C 3-chloro-4-(4-(4-methylpiperazin-1-yl)piperidin-1-yl)aniline